BrC1=CC(=C(C(=C1)C)NC(=O)C=1N(N=C(C1)CN1N=C(N=N1)C1=CC=C(C=C1)C(F)(F)F)C1CC1)C(N)=O N-(4-bromo-2-carbamoyl-6-methyl-phenyl)-2-cyclopropyl-5-[[5-[4-(trifluoromethyl)phenyl]tetrazol-2-yl]methyl]pyrazole-3-carboxamide